N-(4-hydroxy-3-(2-hydroxynaphthalen-1-yl)-2,5-dimethylphenyl)-4-methylbenzenesulfonamide OC1=C(C(=C(C=C1C)NS(=O)(=O)C1=CC=C(C=C1)C)C)C1=C(C=CC2=CC=CC=C12)O